4-(4-Fluorobenzylamino)-1-methylpiperidine FC1=CC=C(CNC2CCN(CC2)C)C=C1